C1OCC12CN(CC2)C2=CC=C1C(=N2)NC=C1C1=NC(=NC=C1C(F)(F)F)N[C@@H]1CNCCC1 (S)-4-(6-(2-oxa-6-azaspiro[3.4]oct-6-yl)-1H-pyrrolo[2,3-b]pyridin-3-yl)-N-(piperidin-3-yl)-5-(trifluoromethyl)pyrimidin-2-amine